COC(C1=C(C(=C(C=C1)Br)F)NC)=O.NCC=1C=C(C=NC1)NC(C)=O N-(5-(aminomethyl)pyridin-3-yl)acetamide methyl-4-bromo-3-fluoro-2-(methylamino)benzoate